N(=C=O)C(C1=CC=CC=C1)C1=CC=C(C=C1)N=C=NC1=CC=C(C=C1)C(C1=CC=CC=C1)N=C=O bis(4-(isocyanatobenzyl)phenyl)carbodiimide